(acrylamido)caproic acid succinimidyl ester C1(CCC(N1OC(C(CCCC)NC(C=C)=O)=O)=O)=O